tert-butyl 6-{3-[2-(methoxymethoxy)phenyl]-5-methyl-6-oxopyrido[3,2-c]pyridazin-7-yl}-2,6-diazaspiro[3.3]heptane-2-carboxylate COCOC1=C(C=CC=C1)C1=CC2=C(N=N1)C=C(C(N2C)=O)N2CC1(CN(C1)C(=O)OC(C)(C)C)C2